Ethyl 2-(3,5-Difluoro-4-((1R,3R)-2-(2-fluoro-2-methylpropyl)-3-methyl-2,3,4,9-tetrahydro-1H-pyrido[3,4-b]indol-1-yl)phenoxy)acetate FC=1C=C(OCC(=O)OCC)C=C(C1[C@H]1N([C@@H](CC2=C1NC1=CC=CC=C21)C)CC(C)(C)F)F